C(#N)[C@H]1N(CCC1)C(CNC12CC3(CC(CC(C1)C3)C2)OCOC(CCCCCCC)=O)=O ((3-((2-((S)-2-cyanopyrrolidin-1-yl)-2-oxoethyl)amino)adamantan-1-yl)oxy)methyl-octanoate